C1CNCCC12CCC(CC2)NC2=C1C(N(C(C1=CC=C2)=O)C2C(NC(CC2)=O)=O)=O 4-(3-Azaspiro[5.5]undecan-9-ylamino)-2-(2,6-dioxo-3-piperidyl)isoindoline-1,3-dione